5'-hydroxyflavone OC=1C=CC=C(C=2OC3=CC=CC=C3C(C2)=O)C1